(3R,5R)-1-{2-[1-(cyclopropylmethyl)-6-(3,5-dimethyl-1,2-oxazol-4-yl)-1H-pyrrolo[2,3-b]pyridin-2-yl]-7-methoxy-1-methyl-1H-1,3-benzodiazole-5-carbonyl}-5-fluoropiperidin-3-amine C1(CC1)CN1C(=CC=2C1=NC(=CC2)C=2C(=NOC2C)C)C2=NC1=C(N2C)C(=CC(=C1)C(=O)N1C[C@@H](C[C@H](C1)F)N)OC